(±)-Cis-8-(3-fluoro-4-(3-(trifluoromethyl)phenoxy)piperidin-1-yl)-5-methyl-6-oxo-5,6-dihydro-1,5-naphthyridine-2-carbonitrile F[C@@H]1CN(CC[C@@H]1OC1=CC(=CC=C1)C(F)(F)F)C1=CC(N(C=2C=CC(=NC12)C#N)C)=O |r|